CN(C([S-])=S)C.[Na+] SODIUM DIMETHYLDITHIOCARBAMATE